(R)-5-(3-chloro-4-(pyridin-2-ylmethoxy)phenyl)-7-(piperidin-3-yl)imidazo[5,1-f][1,2,4]triazin-4-amine ClC=1C=C(C=CC1OCC1=NC=CC=C1)C=1N=C(N2N=CN=C(C21)N)[C@H]2CNCCC2